C(C=C)OC1=CC2=C(N=C(S2)Br)C=C1F 6-(allyloxy)-2-bromo-5-fluorobenzo[d]thiazole